F[C@@H]1[C@@H]2CC[C@H](C[C@H]1C(=C)C1=CC=C(N=N1)C1=C(C=C(C=C1)C1=NC=CC(N1C)=O)O)N2 2-(4-(6-(1-((1S,2S,3S,5R)-2-fluoro-8-azabicyclo[3.2.1]octan-3-yl)vinyl)pyridazin-3-yl)-3-hydroxyphenyl)-3-methylpyrimidin-4(3H)-one